Cl.NC[C@@H](C)N1N=C2C(CN([C@@H](C2)C)C(C2=CC(=C(C=C2)Cl)C(F)(F)F)=O)=C1C(=O)OCC ethyl (R)-2-((R)-1-aminopropan-2-yl)-5-(4-chloro-3-(trifluoro methyl)benzoyl)-6-methyl-4,5,6,7-tetrahydro-2H-pyrazolo[4,3-c]pyridine-3-carboxylate hydrochloride